Bis(5-((2-hexyldecanoyl)oxy)pentyl) 2-oxopentanedioate O=C(C(=O)OCCCCCOC(C(CCCCCCCC)CCCCCC)=O)CCC(=O)OCCCCCOC(C(CCCCCCCC)CCCCCC)=O